6'-Chloro-1',2,2',3,5,6-hexahydrospiro[pyran-4,3'-pyrrolo[3,2-c]pyridine] ClC1=CC2=C(C=N1)C1(CN2)CCOCC1